CN1C=C(C2=CC=CC=C12)CC#N 2-(1-methylindol-3-yl)acetonitrile